C(C1=CC=CC=C1)OC1=C(N(C=C(C1=O)C(NCC1=C(C=C(C=C1)F)F)=O)N(C(OC(C)(C)C)=O)C(C)C(=C)C)C(N[C@@H](C)C=C)=O tert-butyl (3-(benzyloxy)-2-(((S)-but-3-en-2-yl)carbamoyl)-5-((2,4-difluorobenzyl)carbamoyl)-4-oxopyridin-1(4H)-yl)(3-methylbut-3-en-2-yl)carbamate